(Z)-4-(2-amino-2-(hydroxyimino)ethyl)benzoic acid N\C(\CC1=CC=C(C(=O)O)C=C1)=N/O